FC(C(=O)O)(F)F.FC1=CC(=C2CCN(C2=C1)C=1C=C(C=2N(N1)C(=CN2)C(=O)N[C@H]2[C@@H](CC2)OC)NC)C=O 6-(6-Fluoro-4-formylindolin-1-yl)-N-((1R,2R)-2-methoxycyclobutyl)-8-(methylamino)imidazo[1,2-b]pyridazine-3-carboxamide 2,2,2-trifluoroacetate